N-(2-carbamoyl-4-chloro-6-methyl-phenyl)-2-(3-chloro-2-pyridyl)-5-[[5-(o-tolyl)tetrazol-2-yl]methyl]pyrazole-3-carboxamide C(N)(=O)C1=C(C(=CC(=C1)Cl)C)NC(=O)C=1N(N=C(C1)CN1N=C(N=N1)C1=C(C=CC=C1)C)C1=NC=CC=C1Cl